5-(2-(trifluoromethyl)pyridin-3-yl)-1,3,4-thiadiazole FC(C1=NC=CC=C1C1=NN=CS1)(F)F